ClC1=C2N=CC=NC2=CC=C1C=1C=2N(C(=NC1C)N1CCC3([C@@H]([C@@H](OC3)C)N)CC1)C=CN2 (3S,4S)-8-[8-(5-chloroquinoxalin-6-yl)-7-methylimidazo[1,2-c]pyrimidin-5-yl]-3-methyl-2-oxa-8-azaspiro[4.5]decan-4-amine